2-[2-[2-[2-[[2-(2,6-dioxo-3-piperidyl)-1,3-dioxo-isoindolin-4-yl]amino]ethoxy]ethoxy]ethoxy]acetic acid O=C1NC(CCC1N1C(C2=CC=CC(=C2C1=O)NCCOCCOCCOCC(=O)O)=O)=O